4-(4-(2,4-difluorobenzyloxy)-3-bromo-6-methyl-2-oxopyridin-1(2H)-yl)-N-hydroxybenzamide FC1=C(COC2=C(C(N(C(=C2)C)C2=CC=C(C(=O)NO)C=C2)=O)Br)C=CC(=C1)F